[OH-].C(CCCCCCCCCCCCCCCC)[N+](CCCS(=O)(=O)O)(C)C heptadecyl-dimethyl-(3-sulfopropyl)ammonium hydroxide